(6S)-N-(2-chloro-4-pyridinyl)-3-(1,1-dioxo-1,2-thiazolidin-2-yl)-6-methyl-6,7-dihydro-4H-pyrazolo[1,5-a]pyrazine-5-carboxamide ClC1=NC=CC(=C1)NC(=O)N1CC=2N(C[C@@H]1C)N=CC2N2S(CCC2)(=O)=O